CC(C)C[C@@H](C(=O)N[C@@H](CC1=CC=C(C=C1)O)C(=O)N[C@@H](CCC(=O)O)C(=O)N[C@@H](CC(=O)N)C(=O)N[C@@H](CCCCN)C(=O)N2CCC[C@H]2C(=O)O)NC(=O)[C@@H]3CCC(=O)N3 The molecule is a 7 amino acid peptide fragment of neurotensin. It has a role as a human metabolite. It is a conjugate acid of a neurotensin (1-7)(1-).